ClC=1C=CC(=C(C1)SC[C@@H]1CC12CCN(CC2)C(=O)OC(C)(C)C)OC tert-Butyl (1R)-1-([(5-chloro-2-methoxyphenyl)sulfanyl]methyl)-6-azaspiro[2.5]octane-6-carboxylate